2-(4-trifluoromethyl-phenyl)-5,7-dimethoxy-6-acetoxy-flavone FC(C1=CC=C(C=C1)C1(OC2=CC(=C(C(=C2C(C1)=O)OC)OC(C)=O)OC)C1=CC=CC=C1)(F)F